diepoxyethylene C12=C(O1)O2